2-[4-[3-[3-[4-(2-carboxyethyl)-2-chloro-phenoxy]propoxy]propoxy]-3,5-dichloro-phenyl]-1,3-benzoxazole C(=O)(O)CCC1=CC(=C(OCCCOCCCOC2=C(C=C(C=C2Cl)C=2OC3=C(N2)C=CC=C3)Cl)C=C1)Cl